C(C)OC1CCN(CC1)C1=NC=C(C#N)C=C1[N+](=O)[O-] 6-(4-ethoxypiperidin-1-yl)-5-nitronicotinonitrile